FC(C(C(C(=O)[O-])(F)F)(F)F)(F)F.C(C)N1C=[N+](C=C1)C 1-ethyl-3-methylimidazolium heptafluoroButyrate